C(C)OC(=O)C1=CC(=NC=C1Cl)OC[C@H](C)NC(=O)OC(C)(C)C 2-[(2S)-2-(tert-Butoxycarbonylamino)propoxy]-5-chloro-pyridine-4-carboxylic acid ethyl ester